1-[(3-chloro-4-pyridyl)methyl]-3-(4,4-difluorotetrahydrofuran-3-yl)-1-methyl-urea ClC=1C=NC=CC1CN(C(=O)NC1COCC1(F)F)C